C[C@@H]1COCCN1C1=C(N=NC(=C1)N1[C@@H](COCC1)C)CN (4,6-bis((R)-3-methylmorpholino)pyridazin-3-yl)methylamine